C(C)OC(=O)C=1N(C=C(C(C1C1=CC=C(C=C1)F)=O)C(NC1=CC(=C(C=C1)Br)F)=O)C1CC1 5-((4-bromo-3-fluorophenyl)carbamoyl)-1-cyclopropyl-3-(4-fluorophenyl)-4-oxo-1,4-dihydropyridine-2-carboxylic acid ethyl ester